OC1=CC=CC2=CC=CC=C12 4-Hydroxynaphthalin